C(CC)(=O)N1C(=NC(=C1)C1=CC=C(C=C1)C)C1N(CCCC1)C(CC)=O 1-(2-(1-propionyl-4-(p-tolyl)-1H-imidazol-2-yl)piperidin-1-yl)propan-1-one